COC1=CC=C(C=N1)CC12CN(CC(N1)C2)C2=CC=C(C=N2)C=2C=CC=1N(C2)N=CC1C#N 6-(6-(((6-methoxypyridin-3-yl)methyl)-3,6-diazabicyclo[3.1.1]hept-3-yl)pyridin-3-yl)pyrazolo[1,5-a]pyridine-3-carbonitrile